[N+](=O)([O-])C1=C(C[C@@]2(NCCC2)C(=O)O)C=CC=C1 α-(2-nitro-benzyl)-proline